(1S,4S)-tert-Butyl 5-(4-((3-chloro-4-((1-methyl-1H-pyrazol-3-yl)oxy)phenyl)amino)quinazolin-6-yl)-2,5-diazabicyclo[2.2.1]heptane-2-carboxylate ClC=1C=C(C=CC1OC1=NN(C=C1)C)NC1=NC=NC2=CC=C(C=C12)N1[C@@H]2CN([C@H](C1)C2)C(=O)OC(C)(C)C